Cl.C1N(C[C@H]2CNCC[C@H]21)C2=NC=CC(=C2)C(F)(F)F |r| rac-2-[(3aR,7aR)-octahydro-1H-pyrrolo[3,4-c]pyridin-2-yl]-4-(trifluoromethyl)pyridine hydrochloride